5-([1,2,4]triazolo[1,5-a]pyridin-7-yl)-N-((3r,4s)-3-fluoro-1-methylpiperidin-4-yl)-4-methoxypyrrolo[2,1-f][1,2,4]triazin-2-amine N=1C=NN2C1C=C(C=C2)C=2C=CN1N=C(N=C(C12)OC)N[C@@H]1[C@@H](CN(CC1)C)F